CN1N=CC=2C1=NC(=NC2N2CCC(CC2)NC(OC(C)(C)C)=O)C2=NC=CC=C2 tert-butyl (1-(1-methyl-6-(pyridin-2-yl)-1H-pyrazolo[3,4-d]pyrimidin-4-yl)piperidin-4-yl)carbamate